N1=C(C=CC=C1C=1N([C@H]([C@@H](N1)C1=CC=CC=C1)C1=CC=CC=C1)C(=O)C1=CC=CC2=CC=CC=C12)C=1N([C@H]([C@@H](N1)C1=CC=CC=C1)C1=CC=CC=C1)C(=O)C1=CC=CC2=CC=CC=C12 ((4S,4'S,5S,5'S)-pyridine-2,6-diylbis(4,5-diphenyl-4,5-dihydro-1H-imidazole-2,1-diyl))bis(naphthalen-1-ylmethanone)